3-(2-methyl-5-nitroimidazol-1-yl)-1,2-propanediol CC=1N(C(=CN1)[N+](=O)[O-])CC(CO)O